6-methyl-1-((2,4,5-trifluorophenyl)amino)isoquinoline CC=1C=C2C=CN=C(C2=CC1)NC1=C(C=C(C(=C1)F)F)F